BrC1=CC(=C2CCN(CC2=C1)C(=O)[O-])COC 7-bromo-5-(methoxymethyl)-3,4-dihydro-1H-isoquinoline-2-carboxylate